COC1=CC2=C3C4=C(C(=CC3=C(N=C2C=C1)C(F)(F)F)C1=CC=CC=C1)C=CC=C4 2-Methoxy-8-phenyl-6-(trifluoromethyl)benzo[k]phenanthridine